6,7-dimethoxy-4-(2-phenylpyridin-3-yl)pyrido[3,2-d]pyrimidine COC=1C(=CC=2N=CN=C(C2N1)C=1C(=NC=CC1)C1=CC=CC=C1)OC